(2S,4S)-1-benzyloxycarbonyl-4-[3-cyano-5-[6-fluoro-3-[2-methoxy-3-(methylamino)propyl]-2-methyl-benzimidazol-4-yl]phenoxy]pyrrolidine-2-carboxylic acid C(C1=CC=CC=C1)OC(=O)N1[C@@H](C[C@@H](C1)OC1=CC(=CC(=C1)C1=CC(=CC=2N=C(N(C21)CC(CNC)OC)C)F)C#N)C(=O)O